FC1=C2C(NC(=NC2=CC(=C1)OCC1CCN(CC1)C1CN(C1)C1CCN(CC1)C1=C(C=C(C=C1)[N+](=O)[O-])F)CSC1CCOCC1)=O 5-fluoro-7-((1-(1-(1-(2-fluoro-4-nitrophenyl)piperidin-4-yl)azetidin-3-yl)piperidin-4-yl)methoxy)-2-(((tetrahydro-2H-pyran-4-yl)thio)methyl)quinazolin-4(3H)-one